OC1=C(C=C(C=C1)CC1=C(C(=CC(=C1)CC1=CC(=C(C=C1)O)C)C1CCCCC1)O)C 2,4-bis[(4-hydroxy-3-methylphenyl)methyl]-6-cyclohexylphenol